O1CC(CC1)CS (oxolan-3-yl)methanethiol